7-cyano-N-((3-(hydroxymethyl)oxetan-3-yl)methyl)-4-(isopropylamino)-5H-pyrido[3,2-b]indole-3-carboxamide C(#N)C=1C=CC=2C3=C(NC2C1)C(=C(C=N3)C(=O)NCC3(COC3)CO)NC(C)C